C12C(CC(C(C1)C(=O)O)C2)C(=O)O 2,5-norbornanedicarboxylic acid